C(C)(=O)C=1C=C(C=CC1F)NC(=O)NC=1C=C2C(N(C(=NC2=CC1)CN1CCCCC1)CCOC)=O 1-(3-acetyl-4-fluorophenyl)-3-(3-(2-methoxyethyl)-4-oxo-2-(piperidin-1-ylmethyl)-3,4-dihydroquinazolin-6-yl)urea